tert-Butyl ((S)-1-(7-chloro-8-fluoro-2-(((2R,7aS)-2-fluorohexahydro-1H-pyrrolizin-7a-yl)methoxy)pyrido[4,3-d]pyrimidin-4-yl)piperidin-3-yl)carbamate ClC1=C(C=2N=C(N=C(C2C=N1)N1C[C@H](CCC1)NC(OC(C)(C)C)=O)OC[C@]12CCCN2C[C@@H](C1)F)F